N[C@@H](C(C)C)C(=O)OC(C)OC=1C(C=CN2N([C@H]3N(C(C21)=O)CCOC3)[C@@H]3C2=C([Se]CC1=C3C=CC(=C1F)F)C=CC=C2)=O 1-(((R)-12-((S)-7,8-difluoro-6,11-dihydrodibenzo[b,e]selenepin-11-yl)-6,8-dioxo-3,4,6,8,12,12a-hexahydro-1H-[1,4]oxazino[3,4-c]pyrido[2,1-f][1,2,4]triazin-7-yl)oxy)ethyl L-valinate